(3R,7ar)-3-(methoxymethyl)tetrahydro-1H-pyrrolizine COC[C@H]1CCC2=CCCN12